5-fluoro-1-phenyl-4-(thiophen-2-yl)-3-trifluoromethyl-1H-pyrazole FC1=C(C(=NN1C1=CC=CC=C1)C(F)(F)F)C=1SC=CC1